[O-]S(=O)(=O)C(F)(F)F.C[N+]1=CNC2=C1C=CC=C2 N-Methylbenzimidazolium triflate